CC1=NOC(=N1)C=1C=C(OC2=NC=CC=C2C2=NC(=NC=C2)N)C=C(C1)C1=NC(=NO1)C 4-(2-(3,5-bis(3-methyl-1,2,4-oxadiazol-5-yl)phenoxy)pyridin-3-yl)pyrimidin-2-amine